ClC=1N(N=C2C1N=NN(C2=O)C2C[C@H](O[C@@H](C2)C)C)CC2=C(C=CC=C2)F 7-chloro-3-((2R,6R)-2,6-dimethyltetrahydro-2H-pyran-4-yl)-6-(2-fluorobenzyl)-3,6-dihydro-4H-pyrazolo[4,3-d][1,2,3]triazin-4-one